ClC1=NC=C(C(=C1)N[C@H](CCOC1=C(C=NN1C)C1=NC=CC(=N1)N)C)C#CC=1C=NN(C1)C(C)C (S)-2-(5-(3-((2-Chloro-5-((1-isopropyl-1H-pyrazol-4-yl)ethynyl)pyridin-4-yl)amino)butoxy)-1-methyl-1H-pyrazol-4-yl)pyrimidin-4-amine